Tert-Butyl 3-((6-Chloro-2-(2-((6,6-Dimethyl-2,4-Dioxo-3-Azabicyclo[3.1.0]Hexan-3-Yl)Methyl)Thieno[3,2-B]Pyridin-7-Yl)-4-Methylpyridin-3-Yl)Amino)Azetidine-1-Carboxylate ClC1=CC(=C(C(=N1)C1=C2C(=NC=C1)C=C(S2)CN2C(C1C(C1C2=O)(C)C)=O)NC2CN(C2)C(=O)OC(C)(C)C)C